2-((4-(1H-tetrazol-5-yl)benzylamino)phenyl)-N-hydroxyacrylamide N1N=NN=C1C1=CC=C(CNC2=C(C=CC=C2)C(C(=O)NO)=C)C=C1